1-(3-(benzofuran-5-yl)-6-(4,4,4-trifluorobutyl)pyrazin-2-yl)piperidine-4-carboxylic acid O1C=CC2=C1C=CC(=C2)C=2C(=NC(=CN2)CCCC(F)(F)F)N2CCC(CC2)C(=O)O